CN1C[C@@H](CCC1)NC1=NN=C(C=2CCCCC12)C1=C(C=CC=C1)O (R)-2-(4-((1-methylpiperidin-3-yl)amino)-5,6,7,8-tetrahydrophthalazin-1-yl)phenol